4-(2-methylpropan-2-en-1-yl)piperidine-1,4-dicarboxylic acid 1-benzyl 4-methyl ester COC(=O)C1(CCN(CC1)C(=O)OCC1=CC=CC=C1)CC(=C)C